Ethyl (2S)-2-([1-[(2-chlorophenyl) methyl]-5-(3-methoxyphenyl)-1H-pyrazol-3-yl] methoxy)-2-methylbutyrate ClC1=C(C=CC=C1)CN1N=C(C=C1C1=CC(=CC=C1)OC)CO[C@](C(=O)OCC)(CC)C